N=1CC1 2H-azirine